(l)-2-(2-hydroxybenzylideneamino)terephthalic acid OC1=C(C=NC2=C(C(=O)O)C=CC(=C2)C(=O)O)C=CC=C1